O=C1NC(CCC1N1C(C2=CC=CC(=C2C1=O)F)=O)=O 2-(2,6-dioxopiperidine-3-yl)-4-fluoro-isoindole-1,3-dione